((2,4-dichlorophenoxy)methyl)-4-(piperidin-4-ylmethyl)pyridine ClC1=C(OCC2=NC=CC(=C2)CC2CCNCC2)C=CC(=C1)Cl